C(CCOC=1C(=CC(=C(C1C1=CC(=CC=C1)F)O)I)C(C)(CC(C)(C)C)C)OC1=CC=C(C=C1C=1C(=C(C=C(C1)C(C)(CC(C)(C)C)C)I)O)F 6,6'''-(propane-1,3-diylbis(oxy))bis(3'-fluoro-3-iodo-5-(2,4,4-trimethylpentan-2-yl)-[1,1'-biphenyl]-2-ol)